5-(1,3-dioxaindolin-2-yl)isophthalic acid dimethyl ester COC(C1=CC(C(=O)OC)=CC(=C1)C1OC2=CC=CC=C2O1)=O